cis-N-(5-chloro-6-(2H-1,2,3-triazol-2-yl)pyridin-3-yl)-2,3-difluoro-8-methyl-8-(1-methyl-1H-pyrazol-4-yl)-7,8-dihydro-6H-cyclopenta[e]pyrazolo[1,5-a]pyrimidine-6-carboxamide ClC=1C=C(C=NC1N1N=CC=N1)NC(=O)[C@@H]1C[C@@](C2=C1C=NC=1N2N=C(C1F)F)(C=1C=NN(C1)C)C